The molecule is an aminopyrimidine that is pyrimidin-2-one having the amino group located at position 4. It has a role as a human metabolite, an Escherichia coli metabolite, a Saccharomyces cerevisiae metabolite and a mouse metabolite. It is a pyrimidine nucleobase, a pyrimidone and an aminopyrimidine. C1=C(NC(=O)N=C1)N